benzyl (2S,3R)-3-hydroxy-3-(4-methoxyphenyl)-2-((S)-2-(2-morpholinoacetamido)propanamido)propanoate O[C@@H]([C@@H](C(=O)OCC1=CC=CC=C1)NC([C@H](C)NC(CN1CCOCC1)=O)=O)C1=CC=C(C=C1)OC